S1C(=CC=C1)C1(CC1)C=1NC(C2=C(CNCCC2)N1)=O 2-(1-(thiophen-2-yl)cyclopropyl)-3,5,6,7,8,9-hexahydro-4H-pyrimido[4,5-c]azepin-4-one